tert-butyl (3-(3-(1-(2,6-dioxopiperidin-3-yl)-3-methyl-2-oxo-2,3-dihydro-1H-benzo[d]imidazol-5-yl)-3,8-diazabicyclo[3.2.1]octan-8-yl)propyl)(methyl)carbamate O=C1NC(CCC1N1C(N(C2=C1C=CC(=C2)N2CC1CCC(C2)N1CCCN(C(OC(C)(C)C)=O)C)C)=O)=O